FC1=C(C=CC(=C1)F)C1=CN(C=2C1=NC=C(C2)C=2C(=NOC2C)C)C=2C(=CC(=NC2OCC)C(=O)O)OCC 5-(3-(2,4-difluorophenyl)-6-(3,5-dimethylisoxazol-4-yl)-1H-pyrrolo[3,2-b]pyridin-1-yl)-4,6-diethoxypicolinic acid